N=1C=C(N2C1C=CC=C2)CC#N Imidazo[1,2-a]pyridine-3-acetonitrile